ClC1=C(C=O)C=C(C(=C1OC)OC)F 2-chloro-5-fluoro-3,4-dimethoxybenzaldehyde